3-amino-6-chloro-2-(isopropylamino)benzonitrile Iron [Fe].NC=1C(=C(C#N)C(=CC1)Cl)NC(C)C